(+/-)-2-bromoamphetamine HCl Cl.BrC1=C(C[C@H](N)C)C=CC=C1 |r|